C(C)C=1C=NC2=CC=CN=C2C1 3-ethyl-1,5-naphthyridin